N-(5,6-Dimethoxy-benzothiazol-2-yl)-2-(4-ethanesulfonyl-phenyl)-acetamide COC=1C(=CC2=C(N=C(S2)NC(CC2=CC=C(C=C2)S(=O)(=O)CC)=O)C1)OC